1-(1H-benzo[d]imidazol-6-yl)-3-(3,5-bis(trifluoromethyl)phenyl)urea N1C=NC2=C1C=C(C=C2)NC(=O)NC2=CC(=CC(=C2)C(F)(F)F)C(F)(F)F